2-[1-[(2R)-2-(2-ethylphenyl)-2-(prop-2-yloxy)ethyl]-5-methyl-6-(1,3-oxazol-2-yl)-2,4-dioxo-1H,2H,3H,4H-thieno[2,3-d]pyrimidin-3-yl]-2-methylpropionic acid C(C)C1=C(C=CC=C1)[C@H](CN1C(N(C(C2=C1SC(=C2C)C=2OC=CN2)=O)C(C(=O)O)(C)C)=O)OC(C)C